4-[3-methyl-6-(trifluoromethyl)cyclohexen-1-yl]but-3-en-2-one CC1C=C(C(CC1)C(F)(F)F)C=CC(C)=O